C(CCC)(=O)O.N1=C(C=NC=C1)C(=O)N (pyrazine-2-carboxamide) butanoate